m-(2-hydroxy-2-propyl)cumene hydroperoxide [O-]O.OC(C)(C)C=1C=C(C=CC1)C(C)C